COC(C(C(=O)OC)[C@@H](CCCCC)NC1=CC=C(C=C1)S(NC=1OC=CN1)(=O)=O)=O (R)-2-(1-((4-(N-(oxazol-2-yl)sulfamoyl)phenyl)amino)hexyl)malonic acid dimethyl ester